C(C)(C)[NH3+] iso-propyl-ammonium